3-(4-(2-chloro-4-fluorophenyl)-2-oxo-2H-chromen-7-yl)-N,N,2-trimethylpropanamide ClC1=C(C=CC(=C1)F)C1=CC(OC2=CC(=CC=C12)CC(C(=O)N(C)C)C)=O